N-(Phenylcarbonyl)-L-phenylalanylglycine C1(=CC=CC=C1)C(=O)N[C@@H](CC1=CC=CC=C1)C(=O)NCC(=O)O